6-(5-bromo-3-methoxypyridin-2-yl)-N-(3-fluoro-2,2,6,6-tetramethylpiperidin-4-yl)pyridazin-3-amine BrC=1C=C(C(=NC1)C1=CC=C(N=N1)NC1C(C(NC(C1)(C)C)(C)C)F)OC